2-amino-7-fluoro-3-(hydroxymethyl)quinoline-6-carboxylate NC1=NC2=CC(=C(C=C2C=C1CO)C(=O)[O-])F